CC1CC(CCC1N)CC1CC(C(CC1)N)C bis(3-methyl-4-amino-cyclohexyl)methane